C(C=C)(=O)N1[C@H](CN(C[C@H]1C)C1=NC(N2C3=C(C(=C(C=C13)C(F)(F)F)C1=C(C=C(C=C1)Cl)F)SC[C@@H]2COC)=O)C (3S,10S)-7-((3S,5R)-4-acryloyl-3,5-dimethylpiperazin-1-yl)-10-(4-chloro-2-fluorophenyl)-3-(methoxymethyl)-9-(trifluoromethyl)-2,3-dihydro-5H-[1,4]thiazino[2,3,4-ij]quinazolin-5-one